9-((3-methylbenzylidene)amino)-2-morpholino-N-phenyl-9H-purin-6-amine CC=1C=C(C=NN2C3=NC(=NC(=C3N=C2)NC2=CC=CC=C2)N2CCOCC2)C=CC1